ClC1=C(CN2N=C3C4=C(CCC3=C2)OC(=C4C)C(=O)NC4=CC(=CC(=C4)OC)OC)C=CC=C1 2-(2-chlorobenzyl)-N-(3,5-dimethoxyphenyl)-8-methyl-4,5-dihydro-2H-furo[2,3-g]indazole-7-carboxamide